methyl-(E)-4-[2-[2-[2-[2-[2-[bis(tert-butoxycarbonyl)amino]ethoxy] ethoxy]ethoxy]ethoxy]-ethyl-methyl-amino]but-2-enoate COC(\C=C\CN(C)CCOCCOCCOCCOCCN(C(=O)OC(C)(C)C)C(=O)OC(C)(C)C)=O